NCCCN1C(C(=CC2=CC(=CC=C12)NC1=NC(=C(C=C1Cl)C#N)N1C[C@@H](C([C@@H](C1)C)F)C)OCC(=O)NC)=O 2-((1-(3-aminopropyl)-6-((3-chloro-5-cyano-6-((3S,4S,5R)-4-fluoro-3,5-dimethylpiperidin-1-yl)pyridin-2-yl)amino)-2-oxo-1,2-dihydroquinolin-3-yl)oxy)-N-methylacetamide